ClC1=C(C#N)C=C(C=C1)[C@@H]1[C@H](C1)B1OC(C(O1)(C)C)(C)C 2-chloro-5-((1S,2S)-2-(4,4,5,5-tetramethyl-1,3,2-dioxaborolan-2-yl)cyclopropyl)benzonitrile